N-(7-cyano-6-(9-(2-methoxyethyl)-2,9-diazaspiro[5.5]undec-2-yl)-2,2-dimethyl-2,3-dihydrobenzofuran-5-yl)-2-(pyridazin-4-yl)thiazole-4-carboxamide C(#N)C1=C(C(=CC=2CC(OC21)(C)C)NC(=O)C=2N=C(SC2)C2=CN=NC=C2)N2CC1(CCC2)CCN(CC1)CCOC